Cl.NC1CCN(CC1)C=1N(C(C(=C(N1)C1=CC=C(C=C1)C#N)C1=CC=C(OCC2=CC=C(C(=O)NO)C=C2)C=C1)=O)C 4-((4-(2-(4-aminopiperidin-1-yl)-4-(4-cyanophenyl)-1-methyl-6-oxo-1,6-dihydropyrimidin-5-yl)phenoxy)methyl)-N-hydroxybenzoamide hydrochloride